(S)-2-(6-(5-chloro-2-((tetrahydro-2H-pyran-4-yl)amino)pyrimidin-4-yl)-1-oxo-3,4-dihydropyrrolo[1,2-c]pyrimidin-2(1H)-yl)-N-((S)-2-hydroxy-1-(m-tolyl)ethyl)propanamide ClC=1C(=NC(=NC1)NC1CCOCC1)C=1C=C2N(C(N(CC2)[C@H](C(=O)N[C@H](CO)C=2C=C(C=CC2)C)C)=O)C1